(S)-(1-methylpiperidin-2-yl)methanol CN1[C@@H](CCCC1)CO